Methyl 2-(bromomethyl)-4-(4-(4-(bromomethyl)-3-(methoxycarbonyl)phenoxy)butoxy)benzoate BrCC1=C(C(=O)OC)C=CC(=C1)OCCCCOC1=CC(=C(C=C1)CBr)C(=O)OC